C(C1=CC=CC=C1)(=O)C=1C(=CC(=C(C1)CC1=C(C=C(C(=C1)C(C1=CC=CC=C1)=O)O)OC)OC)O di(5-benzoyl-4-hydroxy-2-methoxyphenyl)methane